C1(=CC=CC=C1)[C@@H](C1CCNCC1)C1=CC=C(C=C1)C |o1:6| (R or S)-4-(phenyl-(p-tolyl)methyl)piperidine